Methyl 4-methyl-3-[[1-[(2-methylpropan-2-yl)oxycarbonylamino]cyclopropyl]methoxy]-1-(1,3-thiazol-2-yl)-6,7-dihydro-5H-cyclopenta[c]pyridine-6-carboxylate CC=1C2=C(C(=NC1OCC1(CC1)NC(=O)OC(C)(C)C)C=1SC=CN1)CC(C2)C(=O)OC